5-(3-bromo-1H-1,2,4-triazol-1-yl)-2-(2,2,2-trifluoroethoxy)pyridine BrC1=NN(C=N1)C=1C=CC(=NC1)OCC(F)(F)F